NC1=C(C2=C(S1)CC(C2)C(F)(F)F)C(=O)C2=C(C=CC=C2F)F [2-amino-5-(trifluoromethyl)-5,6-dihydro-4H-cyclopenta[b]thiophen-3-yl]-(2,6-difluorophenyl)methanone